2-amino-4-methoxy-5-(3-(4-methoxybenzamido)propoxy)benzoic acid methyl ester COC(C1=C(C=C(C(=C1)OCCCNC(C1=CC=C(C=C1)OC)=O)OC)N)=O